C(CCCCCCC=C)OCC(COC(C1=CC=CC=C1)(C1=CC=CC=C1)C1=CC=CC=C1)OCCC(CCC[C@@H](CCC[C@@H](CCCC(C)C)C)C)C [[3-non-8-enoxy-2-[(7R,11R)-3,7,11,15-tetramethylhexadecoxy]propoxy]-diphenylmethyl]benzene